(1S,3R)-3-(2-(2-fluorophenyl)-6-(1H-1,2,3-triazol-1-yl)-3H-imidazo[4,5-c]pyridin-3-yl)cyclohexan-1-amine FC1=C(C=CC=C1)C1=NC2=C(C=NC(=C2)N2N=NC=C2)N1[C@H]1C[C@H](CCC1)N